(S)-4-cyano-8-fluoro-4-methylisochroman-6-carboxylic acid C(#N)[C@]1(COCC2=C(C=C(C=C12)C(=O)O)F)C